N-(4-((6-chloro-7-(3-morpholinopropoxy)quinolin-4-yl)oxy)-3-fluorophenyl)-5-(4-fluorophenyl)-6-oxo-2,3,5,6-tetrahydrofuro[3,2-c]pyridine-7-carboxamide ClC=1C=C2C(=CC=NC2=CC1OCCCN1CCOCC1)OC1=C(C=C(C=C1)NC(=O)C1=C2C(=CN(C1=O)C1=CC=C(C=C1)F)CCO2)F